Cl.N[C@@H](COS(N)(=O)=O)CC1=CC=CC=C1 (R)-sulfamic acid 2-amino-3-phenylpropyl ester hydrochloride